CN(CCN(C1=C(C=C(C(=C1)OC)NC=1N=CC2=C(N1)N(C(C(=C2)C=2C=NNC2)=O)C)NC(C=C)=O)C)C N-(2-((2-(dimethylamino)ethyl)(methyl)amino)-4-methoxy-5-((8-methyl-7-oxo-6-(1H-pyrazol-4-yl)-7,8-dihydropyrido[2,3-d]pyrimidin-2-yl)amino)phenyl)acrylamide